1-(3-((4-amino-6-chloro-1H-pyrazolo[3,4-d]pyrimidin-1-yl)methyl)-5-methoxyphenylethyl)-5-(hydroxymethyl)pyridin-2(1H)-one NC1=C2C(=NC(=N1)Cl)N(N=C2)CC=2C=C(C=C(C2)OC)CCN2C(C=CC(=C2)CO)=O